O1C(=C(O)C(=O)C=2C(O)=C(C(O)=CC12)O)C1=CC(O)=C(O)C=C1 quercetinol